Methyl 4,4-diethoxy-2,2-diphenylbutanoate C(C)OC(CC(C(=O)OC)(C1=CC=CC=C1)C1=CC=CC=C1)OCC